CN[C@@H](C(C(C)C)O)C(=O)O N-methyl-β-hydroxyleucine